O-[3-[Diethoxy(methyl)silyl]propyl]hydroxylamine C(C)O[Si](CCCON)(C)OCC